(3R)-N-[2-(5-fluoro-3-pyridyl)-8-isopropyl-pyrazolo[1,5-a][1,3,5]triazin-4-yl]-2,3,4,9-tetrahydro-1H-carbazol-3-amine FC=1C=C(C=NC1)C1=NC=2N(C(=N1)N[C@@H]1CCC=3NC4=CC=CC=C4C3C1)N=CC2C(C)C